ClC1=C(C(=C(C=C1OC)OC)Cl)C1=NC(=C2C=C(N=CC2=C1)NC1=C(C=CC=C1C)NC(C=C)=O)NCCNS(=O)(=O)C N-(2-((7-(2,6-dichloro-3,5-dimethoxyphenyl)-5-((2-(methylsulfonamido)ethyl)amino)-2,6-naphthyridin-3-yl)amino)-3-methylphenyl)acrylamide